2-(2-(2-amino-6-chloropyridin-4-yl)-6-((R)-3-methylmorpholino)pyrimidin-4-yl)-1-(cyclopropylimino)-2-methyltetrahydro-1H-1λ6-thiophene 1-oxide NC1=NC(=CC(=C1)C1=NC(=CC(=N1)C1(S(CCC1)(=NC1CC1)=O)C)N1[C@@H](COCC1)C)Cl